Tert-butyl 4-((4'-chloro-2-((4-(4-(methoxycarbonyl)phenyl)piperazin-1-yl)methyl)-[1,1'-biphenyl]-4-yl)methyl)piperazine-1-carboxylate ClC1=CC=C(C=C1)C1=C(C=C(C=C1)CN1CCN(CC1)C(=O)OC(C)(C)C)CN1CCN(CC1)C1=CC=C(C=C1)C(=O)OC